ClC1=C(C(C2=CC=C(C=C2)Cl)OC2CN(C2)C(=O)NC2C3CCC(C2)C3)C=CC=C1 3-(2,4'-dichlorobenzhydryloxy)-N-(exo-2-norbornanyl)azetidine-1-carboxamide